COC1=C(C=CC(=N1)C1=CC=C(N=N1)NC1C[C@H]2CC[C@@H](C1)N2C(=O)OC(C)(C)C)N2N=CC=C2 tert-butyl (1R,3s,5S)-3-((6-(6-methoxy-5-(1H-pyrazol-1-yl) pyridin-2-yl) pyridazin-3-yl) amino)-8-azabicyclo[3.2.1]octane-8-carboxylate